N-((1r,4r)-4-(3-Chloro-4-cyanophenoxy)cyclohexyl)-6-(4-(hydroxymethyl)piperidin-1-yl)pyridazine-3-carboxamide ClC=1C=C(OC2CCC(CC2)NC(=O)C=2N=NC(=CC2)N2CCC(CC2)CO)C=CC1C#N